5-Tetrahydrofuranedimethanol tert-butyl-((4-bromopyridin-2-yl)methyl)(1-methoxy-2-methylpropan-2-yl)carbamate C(C)(C)(C)C(C(C)(C)N(C(=O)OCC1CCC(O1)CO)CC1=NC=CC(=C1)Br)OC